2-methyl-4'-(trifluoromethyl)-[1,1'-biphenyl]-3-carboxylic acid methyl ester COC(=O)C=1C(=C(C=CC1)C1=CC=C(C=C1)C(F)(F)F)C